FC1=CN=C2N1N=C(C=C2[C@@H]2[C@H](C2)C2=CC=C1C(=NN(C1=C2)CC(F)(F)F)C(F)(F)F)C=2C(NC(NC2)=O)=O 5-(3-fluoro-8-((1S,2S)-2-(1-(2,2,2-trifluoroethyl)-3-(trifluoromethyl)-1H-indazol-6-yl)cyclopropyl)imidazo[1,2-b]pyridazin-6-yl)pyrimidine-2,4(1H,3H)-dione